O[C@H]1C[C@H](C1)OC1NC(C2=CC=CC=C12)=O 3-[cis-3-hydroxycyclobutoxy]-2,3-dihydro-1H-isoindol-1-one